ClCC=1OC(=NN1)C=1C(=C(C=CC1)C1=CC=CC=C1)C 2-chloromethyl-5-(2-methyl-[1,1'-biphenyl]-3-yl)-1,3,4-oxadiazole